(E)-4-(dimethylamino)-1-(3-(5-methylthiophene-2-carbonyl)-3,6-diazabicyclo[3.1.1]heptan-6-yl)but-2-en-1-one CN(C/C=C/C(=O)N1C2CN(CC1C2)C(=O)C=2SC(=CC2)C)C